N,N-dimethyl-4-pentene-1-amine CN(CCCC=C)C